5-cyano-3,4-dimethyl-N-(3-(pyrimidin-4-yl)-1-(tetrahydro-2H-pyran-2-yl)-1H-indazol-5-yl)picolinamide C(#N)C=1C(=C(C(=NC1)C(=O)NC=1C=C2C(=NN(C2=CC1)C1OCCCC1)C1=NC=NC=C1)C)C